4-(cyclodecylthio)cyclohexanone C1(CCCCCCCCC1)SC1CCC(CC1)=O